IC1=C(C=O)C(=CC=C1)I 2,6-diiodobenzaldehyde